N-(1-bromo-3-chloro-7,8-dihydro-6H-9-oxa-2-thia-4-azabenzo[cd]azulen-5-yl)-N-methylacetamide BrC=1SC2=C3C(CCCOC13)=C(N=C2Cl)N(C(C)=O)C